C(CCC)N1C=NC2=C1C=CC(=C2)OC\C(\CNC(OC(C)(C)C)=O)=C\F tert-butyl (E)-(2-(((1-butyl-1H-benzo[d]imidazol-5-yl)oxy)methyl)-3-fluoroallyl)carbamate